C(C)S(=O)(=O)O.CC1(C(N(C2=CC=CC=C12)C1CCN(CC1)C([C@H](CCC1=CC=CC=C1)NC(=O)[C@H]1CNCCC1)=O)=O)C (R)-N-((S)-1-(4-(3,3-dimethyl-2-oxoindolin-1-yl)piperidin-1-yl)-1-oxo-4-phenylbutan-2-yl)piperidine-3-carboxamide ethanesulfonic acid salt